NCC1=NNC(C2=CC=C(C=C12)C1=C(N(N=C1)C)C1=C(C=2C=C(C=NC2C=C1)Cl)C#N)=O 6-[4-[4-(aminomethyl)-1-oxo-2H-phthalazin-6-yl]-2-methyl-pyrazol-3-yl]-3-chloro-quinoline-5-carbonitrile